7-amino-8-(3-hydroxy-2,6-dimethylphenyl)-3,4-dimethyl-3,8-dihydroimidazo[4,5-d]pyrrolo[3,2-b]pyridine-6-carboxamide NC1=C(C2=NC(=C3C(=C2N1C1=C(C(=CC=C1C)O)C)N=CN3C)C)C(=O)N